C(C)N(S(=O)(=O)NC=1C(=C(C(=O)C2=CNC3=NC=C(C=C32)C=3C=NC(=NC3)N3CCC(CC3)(CCO)O)C(=CC1)F)F)C 3-[3-[[ethyl(methyl)sulfamoyl]amino]-2,6-difluoro-benzoyl]-5-[2-[4-hydroxy-4-(2-hydroxyethyl)-1-piperidyl]pyrimidin-5-yl]-1H-pyrrolo[2,3-b]pyridine